ClC=1C=NC(=C2C(C=C(N(C12)C1=C(C=CC=C1Cl)Cl)CO)=O)[C@H](CO)O (R)-8-Chloro-1-(2,6-dichlorophenyl)-5-(1,2-dihydroxyethyl)-2-(hydroxymethyl)-1,6-naphthyridin-4(1H)-one